C(C)(=O)N1C[C@H]([C@H](CC1)C1=NC(=NO1)C=1C=C(C=NC1)[C@@](C1=CC=C(C=C1)C(C)C)(C1(CN(C1)C)C)OC(C)=O)C Acetic acid (R)-{5-[5-(cis-1-acetyl-3-methyl-piperidin-4-yl)-[1,2,4]oxadiazol-3-yl]-pyridin-3-yl}-(1,3-dimethyl-azetidin-3-yl)-(4-isopropyl-phenyl)-methyl ester